C(C)C1=C(C=CC(=C1F)F)[C@H]1CO[C@@]([C@@H]1C)(C(F)(F)F)C (2S,3S,4R,5S)-3-(2-ethyl-3,4-difluoro-phenyl)-4,5-dimethyl-5-(trifluoromethyl)tetrahydrofuran